[(2S,3R)-1-(6-bromo-5-chloro-imidazo[1,2-a]pyrazin-8-yl)-2-methyl-azetidin-3-yl] tert-butyl carbonate C(O[C@H]1[C@@H](N(C1)C=1C=2N(C(=C(N1)Br)Cl)C=CN2)C)(OC(C)(C)C)=O